CC(CCCCCC)OP(OC(CCCCCC)C)(=O)C methyl-phosphonic acid di(1-methylheptyl) ester